C1(CC1)CN1CCN(CC1)C(=O)C1=CC=C(C=C1)C1=NC2=C(C=CC=C2C=C1)S(=O)(=O)N (4-(4-(cyclopropylmethyl)piperazine-1-carbonyl)phenyl)quinoline-8-sulfonamide